ClC=1C=C(CC=2C=NN(C2)C(=O)N[C@@H]2C(N(C3=C(OC2)C=CC(=C3)OCCCC(C)(C)O)C)=O)C=CC1 (S)-4-(3-chlorobenzyl)-N-(7-((4-hydroxy-4-methylpentyl)oxy)-5-methyl-4-oxo-2,3,4,5-tetrahydrobenzo[b][1,4]oxazepin-3-yl)-1H-pyrazole-1-carboxamide